3-(4-nitrophenyl)-1-propanol [N+](=O)([O-])C1=CC=C(C=C1)CCCO